4-(3-quinolylamino)-2-{p-[(1s,4s)-4-(dimethylamino)cyclohexyloxy]phenylamino}pyrimidine N1=CC(=CC2=CC=CC=C12)NC1=NC(=NC=C1)NC1=CC=C(C=C1)OC1CCC(CC1)N(C)C